ethyl 2-(6-bromo-4,7-dichloro-2H-indazol-2-yl)-2-(3-thioxo-2,5,6,7-tetrahydro-3H-pyrrolo[1,2-c]imidazol-1-yl)acetate BrC=1C=C(C2=CN(N=C2C1Cl)C(C(=O)OCC)C1=C2N(C(N1)=S)CCC2)Cl